tert-butyl (S)-1-(4-(N-ethylsulfamoyl)-2-fluorophenylamino)-1-oxo-3-phenylpropan-2-ylcarbamate C(C)NS(=O)(=O)C1=CC(=C(C=C1)NC([C@H](CC1=CC=CC=C1)NC(OC(C)(C)C)=O)=O)F